CC(C)(CC)OC(=O)C1=CC=C(C=C1)C1C2C3C4C=CC(C3C(C1)C2)C4 8-(4-(2-methyl-2-butoxycarbonyl)phenyl)-tetracyclo[4.4.0.12,5.17,10]-3-dodecene